ethyl 4-(5,7-dimethoxy-4-oxo-4H-chromen-2-yl)benzoate COC1=C2C(C=C(OC2=CC(=C1)OC)C1=CC=C(C(=O)OCC)C=C1)=O